ClC1=CC=C2C(=CC(=NC2=C1Cl)NC(CS(=O)(=O)O)CC1=CC=CC=C1)N1C=NC=C1 2-((7,8-dichloro-4-(1H-imidazol-1-yl)quinolin-2-yl)amino)-3-phenylpropan-1-sulfonic acid